3-ethyl-6-(3-hydroxy-4-methoxyphenyl)-1-(3,4,5-trimethoxyphenyl)-1,3-dihydro-2H-imidazo[4,5-c]pyridin-2-one C(C)N1C(N(C2=C1C=NC(=C2)C2=CC(=C(C=C2)OC)O)C2=CC(=C(C(=C2)OC)OC)OC)=O